C(C)(C)(C)OC(=O)N1C2=C(OCC1)C=C(C=C2)C=O 7-formyl-2,3-dihydro-4H-benzo[B][1,4]oxazine-4-carboxylic acid tert-butyl ester